ClC1=CC=C(C=C1)S(=O)(=O)N=C(NCCS(=O)(=O)N1CCN(CC1)C)N1N=C(C(C1)C1=CC=CC=C1)C1=CC=C(C=C1)F N'-((4-chlorophenyl)sulfonyl)-3-(4-fluorophenyl)-N-(2-((4-methylpiperazin-1-yl)sulfonyl)ethyl)-4-phenyl-4,5-dihydro-1H-pyrazole-1-carboximidamide